N-((1s,4s)-4-((1-((6-chloropyridin-3-yl)amino)isoquinolin-6-yl)oxy)cyclohexyl)-4-methylthiazole-5-carboxamide ClC1=CC=C(C=N1)NC1=NC=CC2=CC(=CC=C12)OC1CCC(CC1)NC(=O)C1=C(N=CS1)C